C(C=C)(=O)N1C(CN(CC1)C1=NC(=NC=2CC(CCC12)N1CCCC2=CC=C(C=C12)O)OCC1N(CCC1)C(C)C)CC#N 2-(1-acryloyl-4-(7-(7-hydroxy-3,4-dihydroquinolin-1(2H)-yl)-2-((1-isopropylpyrrolidin-2-yl)methoxy)-5,6,7,8-tetrahydroquinazolin-4-yl)piperazin-2-yl)acetonitrile